2-(((1r,4r)-4-(((4-fluorophenyl)(4-(trifluoromethoxy)phenyl)carbamoyloxy)methyl)cyclohexyl)methoxy)acetic acid FC1=CC=C(C=C1)N(C(=O)OCC1CCC(CC1)COCC(=O)O)C1=CC=C(C=C1)OC(F)(F)F